CC1=C(C=C(C=C1)NC(C1=CC(=NC=C1)C(F)(F)F)=O)B(O)O (2-methyl-5-(2-(trifluoromethyl)isonicotinamido)phenyl)boronic acid